2-fluoro-2-(4-((3-isopropyl-1-tosyl-1H-pyrrolo[3,2-b]pyridin-5-yl)methyl)-trimethylphenoxy)acetate FC(C(=O)[O-])OC1=C(C(=C(C(=C1)C)CC1=CC=C2C(=N1)C(=CN2S(=O)(=O)C2=CC=C(C)C=C2)C(C)C)C)C